N-(para-n-butoxyphenyl)fumaric acid amide C(CCC)OC1=CC=C(C=C1)NC(\C=C\C(=O)O)=O